N-(4-([1,2,4]triazolo[1,5-a]pyridin-7-ylmethyl)-3-methylphenyl)-7-bromo-6-chloropyrido[3,2-d]pyrimidin-4-amine N=1C=NN2C1C=C(C=C2)CC2=C(C=C(C=C2)NC=2C1=C(N=CN2)C=C(C(=N1)Cl)Br)C